5-Fluoro-4-(8-fluoroquinolin-6-yl)-N-(5-(4-methylpiperazin-1-yl)pyridin-2-yl)pyrimidin-2-amine FC=1C(=NC(=NC1)NC1=NC=C(C=C1)N1CCN(CC1)C)C=1C=C2C=CC=NC2=C(C1)F